C1(=CC=CC=C1)C=1N=C(C2=CC=CC=C2C1C1=CC=CC=C1)C1=[N+](C=2CC(CC(C2C2=CC=CC=C12)=O)C)[O-] 6-(3,4-diphenylisoquinolin-1-yl)-3-methyl-1-oxo-1,2,3,4-tetrahydrophenanthridine 5-oxide